C(C)C(CC1C(=C(C(=O)CC1(C)C)CC(CCCC)CC)C)CCCC bis(2-ethylhexyl)-isophorone